(3-hydroxy-piperidin-1-yl)-3-nitrobenzonitrile OC1CN(CCC1)C1=C(C#N)C=CC=C1[N+](=O)[O-]